C(C)(C)(C)OC(NCCCCN)=O.BrC=1C=NC=C(C1N1CCCCC1)F 3-bromo-5-fluoro-4-(piperidin-1-yl)pyridine tert-Butyl-N-(4-aminobutyl)-carbamate